FC=1C=C2CCN(CC2=CC1C(=O)OC)C(=O)OC(C)(C)C 2-(tert-butyl) 7-methyl 6-fluoro-3,4-dihydroisoquinoline-2,7(1H)-dicarboxylate